OC=1C(=NC=CC1NC1=C(C(C1=O)=O)N[C@@H](C1=C(C=NC=C1)C)C1(CCCC1)C)C(=O)N(C)C (R)-3-hydroxy-N,N-dimethyl-4-((2-(((1-methylcyclopentyl)(3-methylpyridin-4-yl)methyl)amino)-3,4-dioxocyclobut-1-en-1-yl)amino)picolinamide